C(#N)C1=NC2=CC(=CC(=C2N=C1N1CCC2(CC2)CC1)[C@@H](C)NC1=C(C(=O)O)C=CC=C1)C (R)-2-((1-(2-cyano-7-methyl-3-(6-azaspiro[2.5]octan-6-yl)quinoxalin-5-yl)ethyl)amino)benzoic acid